C(CCCCCCCCCCC)SC(=O)SC(C(=O)O)(C)C 2-(dodecylthio-carbonylthio)-2-methylpropanoic acid